N-(4-(4-amino-3-(3-methoxy-4-((6-methylpyridin-2-yl)oxy)phenyl)-2H-pyrazolo[3,4-d]pyrimidin-2-yl)phenyl)acrylamide NC=1C=2C(N=CN1)=NN(C2C2=CC(=C(C=C2)OC2=NC(=CC=C2)C)OC)C2=CC=C(C=C2)NC(C=C)=O